N1N=CC2=CC=C(C=C12)C1=NC2=C(N1[C@@H](CC(=O)O)C(C)(C)C)C=CC(=C2)C(NC)=O (S)-3-(2-(1H-indazol-6-yl)-5-(methylcarbamoyl)-1H-benzo[d]imidazol-1-yl)-4,4-dimethylpentanoic acid